NCCCOCCCOCCCN 3-[3-(3-amino-propoxy)propoxy]propylamine